O1C[C@@H](OC2=C1C=CC=C2)CN2C(=C(C=C2C)C(COC(CC2=NNC(C1=CC=CC=C21)=O)=O)=O)C [2-[1-[[(3S)-2,3-Dihydro-1,4-benzodioxin-3-yl]methyl]-2,5-dimethylpyrrol-3-yl]-2-oxoethyl]2-(4-oxo-3H-phthalazin-1-yl)acetate